C(#N)C=1C=CC(=C(C(=O)NC2=CC=NC=C2)C1)F 5-Cyano-2-fluoro-N-(4-pyridyl)benzamide